5-(5-hydroxy-2-(trifluoromethoxy)phenyl)nicotinohydrazide OC=1C=CC(=C(C1)C=1C=NC=C(C(=O)NN)C1)OC(F)(F)F